COC(C(=C)C)=O.C(\C=C/C(=O)O)(=O)O maleic acid methyl-methacrylate